2-cyano-4,5-dihydrothiazol-5-yl acetate C(C)(=O)OC1CN=C(S1)C#N